5-methyl-2-(1-methylethyl)cyclohexanol CC1CCC(C(C1)O)C(C)C